3-[4'-methyl-(1,1'-biphenyl-2-yl)]-4-phenyl-3,6-dihydro-2H-1,3,5-oxadiazine CC1=CC=C(C=C1)C1=C(C=CC=C1)N1COCN=C1C1=CC=CC=C1